N-(2,3-difluorophenyl)-1-methyl-4-[1-methyl-5-(trifluoromethyl)pyrazol-3-yl]-2-oxo-pyrrolidine-3-carboxamide FC1=C(C=CC=C1F)NC(=O)C1C(N(CC1C1=NN(C(=C1)C(F)(F)F)C)C)=O